styrene-hydrochloride Cl.C=CC1=CC=CC=C1